C(C)(C)(C)OC(=O)N1CCC(CC1)COC1=NC(=CC=C1)C(F)(F)F.OCCCCOC1OCCC1 2-(4'-hydroxybutoxy)-tetrahydrofuran tert-butyl-4-({[6-(trifluoromethyl)pyridin-2-yl]oxy}methyl)piperidine-1-carboxylate